6-bromo-3-(ethylsulfonyl)-2-[4-(2,2,3,3,4,4,4-heptafluorobutoxy)-1H-pyrazol-1-yl]imidazo[1,2-a]pyridine BrC=1C=CC=2N(C1)C(=C(N2)N2N=CC(=C2)OCC(C(C(F)(F)F)(F)F)(F)F)S(=O)(=O)CC